6-chloro-4-oxo-1,4-dihydroquinoline-3-carboxylic acid ClC=1C=C2C(C(=CNC2=CC1)C(=O)O)=O